4-[4-[(2-bromophenyl)methyl]piperazin-1-yl]-N-[3-methyl-4-(2-phenylsulfanylethylamino)phenyl]sulfonylbenzamide (±)-but-3-en-2-yl-1-imidazolecarboxylate C[C@H](C=C)OC(=O)N1C=NC=C1.BrC1=C(C=CC=C1)CN1CCN(CC1)C1=CC=C(C(=O)NS(=O)(=O)C2=CC(=C(C=C2)NCCSC2=CC=CC=C2)C)C=C1 |r|